[2-[(6Ar,10aR)-1-hydroxy-6,6,9-trimethyl-6a,7,8,10a-tetrahydrobenzo[c]chromen-3-yl]-2-methylpropyl] nitrate [N+](=O)(OCC(C)(C)C1=CC(=C2[C@H]3[C@H](C(OC2=C1)(C)C)CCC(=C3)C)O)[O-]